O=CCCS(=O)(=O)S(=O)(=O)[O-] 2-oxoethylmethylsulfonylsulfonate